Pyrazolo[1,5-a]Pyrimidine-3-Formic acid ethyl ester C(C)OC(=O)C=1C=NN2C1N=CC=C2